rac-(3R,4R,5R)-3,4-diazido-5-fluoropiperidine-1-carboxylic acid tert-butyl ester C(C)(C)(C)OC(=O)N1C[C@H]([C@H]([C@@H](C1)F)N=[N+]=[N-])N=[N+]=[N-] |r|